COCC1(CCN(CC1)C=1C(=NC=C(C1)[N+](=O)[O-])N)C [4-(methoxymethyl)-4-methylpiperidin-1-yl]-5-nitropyridin-2-amine